(R)-1-(1-(3,4-difluorobenzyl)-1H-benzo[d]imidazol-2-yl)piperidin-3-amine FC=1C=C(CN2C(=NC3=C2C=CC=C3)N3C[C@@H](CCC3)N)C=CC1F